C(C)(C)C1=C(NC2=C1N=C(S2)C2CCC(CC2)N2CC(C2)OC)C=2C=C(C=1N(C2)N=CN1)OC 6-isopropyl-5-(8-methoxy-[1,2,4]triazolo[1,5-a]pyridin-6-yl)-2-(4-(3-methoxyazetidin-1-yl)cyclohexyl)-4H-pyrrolo[3,2-d]thiazole